C([2H])([2H])([2H])N(CCC(=O)O)C1=CC=C2C(=CC(OC2=C1)=O)C1=C(C=CC=C1)C 3-((methyl-d3)(2-oxo-4-(o-tolyl)-2H-chromen-7-yl)amino)propanoic acid